BrC=1C=C(SC1)C(C)=N[S@](=O)C(C)(C)C (R)-N-(1-(4-bromothiophen-2-yl)ethylidene)-2-methylpropane-2-sulfinamide